OC1CC2(CC(C2)NC(OC(C)(C)C)=O)C1 tert-butyl (6-hydroxyspiro[3.3]heptan-2-yl)carbamate